ClC=1C=C(C=CC1C1=C(C2=C(N=CN=C2C)N1C)C1=CC[C@H](CC1)C(=O)N1CCCC1)N1C(C(CC1)=C)=O (S)-1-(3-chloro-4-(4,7-dimethyl-5-(4-(pyrrolidine-1-carbonyl)cyclohex-1-en-1-yl)-7H-pyrrolo[2,3-d]pyrimidin-6-yl)phenyl)-3-methylenepyrrolidin-2-one